COC1=CC2=C(NC(=N2)S(=O)(=O)CC2=NC=C(C(=C2C)OC)C)C=C1 5-methoxy-2-[[(4-methoxy-3,5-dimethyl-2-pyridinyl)methyl]sulfonyl]-1H-benzimidazole